CN(C(=O)N1CCC1)C(C)C1=CC=C(C=C1)NC(OCC1=CC=C(C=C1)Cl)=O 4-chlorobenzyl (4-(1-(N-methylazetidine-1-carboxamido)ethyl)phenyl)carbamate